(S)-6-((4-((2-hydroxy-1-phenylethyl)amino)-5-(3-methyl-1,2,4-oxadiazol-5-yl)pyrimidin-2-yl)amino)-1-isopropyl-2-propyl-1,2-dihydro-3H-pyrazolo[3,4-b]pyridin-3-one OC[C@H](C1=CC=CC=C1)NC1=NC(=NC=C1C1=NC(=NO1)C)NC1=CC=C2C(=N1)N(N(C2=O)CCC)C(C)C